C(C1=CC=CC=C1)OC=1C=CC(=C(C1)C(C(=O)N)N(C)C)C (5-(benzyloxy)-2-methylphenyl)-2-(dimethylamino)acetamide